OC1=C(C=C(C=C1)C1CCN(CC1)C(=O)OC(C)(C)C)C tert-butyl 4-(4-hydroxy-3-methylphenyl)piperidine-1-carboxylate